(E)-4-fluorobenzaldehyde FC1=CC=C(C=O)C=C1